3,6-diisopropyl-2,7-dimethylocta-4-yne-3,6-diol C(C)(C)C(C(C)C)(C#CC(C(C)C)(O)C(C)C)O